(1S,3R,6S,8S)-2-(nitromethyl)tricyclo[4.2.1.03,8]nonan-2-ol [N+](=O)([O-])CC1([C@@H]2[C@H]3C[C@H](CC[C@@H]13)C2)O